isobutane-1-sulfonic acid [3-(5-bromo-1H-pyrrolo[2,3-b]pyridine-3-carbonyl)-2,4-difluoro-phenyl]-amide BrC=1C=C2C(=NC1)NC=C2C(=O)C=2C(=C(C=CC2F)NS(=O)(=O)CC(C)C)F